(S)-1-((R)-1-(2-((S)-amino(4,4-difluorocyclohexyl)methyl)benzo[d]-oxazol-5-yl)-2-methoxyethyl)-4-(trifluoromethyl)imidazolidin-2-one N[C@H](C=1OC2=C(N1)C=C(C=C2)[C@H](COC)N2C(N[C@@H](C2)C(F)(F)F)=O)C2CCC(CC2)(F)F